C(CCCCCCCCCCCC=C)O 13-tetradecen-1-ol